NC1=C(C=C(C=N1)C=1C=C2N(N1)CCC21CN(CC1)C(=O)NC(C)(C)C1=NC=CC=C1)OC(F)(F)F 2'-[6-amino-5-(trifluoromethoxy)pyridin-3-yl]-N-[2-(pyridin-2-yl)propan-2-yl]-5',6'-dihydrospiro[pyrrolidine-3,4'-pyrrolo[1,2-b]pyrazole]-1-carboxamide